Trans-5-chloro-7-propyl-6a,7,8,9,10,10a-hexahydro-[1,3]dioxolo[4',5':5,6]benzo[1,2-g]quinolin-11(6H)-one ClC1=CC2=C(C=3C([C@@H]4CCCN([C@H]4CC31)CCC)=O)OCO2